propoxy ethyl-cyanoacrylate C(C)C=C(C(=O)OOCCC)C#N